NC1=NNC2=C(C=C(C=C12)C1=CC(=NC=C1)N)C1=C(C=CC=C1)CO (2-(3-Amino-5-(2-aminopyridin-4-yl)-1H-indazol-7-yl)phenyl)methanol